FC1=CC(=CC=2N(C=NC21)C)N=C(C2=CC=CC=C2)C2=CC=CC=C2 N-(4-fluoro-1-methyl-1H-benzo[d]imidazol-6-yl)-1,1-diphenylmethanimine